C(C1=CC=CC=C1)OC(=O)N[C@@H](CCNC[C@@H](CNC(OC(C)(C)C)=O)O)CO[Si](C)(C)C(C)(C)C tert-butyl N-[(2S)-3-[[(3S)-3-(benzyloxycarbonylamino)-4-[tertbutyl(dimethyl)silyl]oxy-butyl]amino]-2-hydroxypropyl]carbamate